S(=O)(=O)([O-])[O-].[Na+].[Mn+2] manganese sodium sulfate